(2r,4r)-2-((1-((3,4-dichloro-1-methyl-1H-pyrazol-5-yl)methyl)-3-oxoisoindolin-2-yl)methyl)-5-oxa-7-azaspiro[3.4]octan-6-one ClC1=NN(C(=C1Cl)CC1N(C(C2=CC=CC=C12)=O)CC1CC2(C1)OC(NC2)=O)C